C(C)(C)(C)OC=1C=C(C=CC1)[I+]C1=CC(=CC=C1)OC(C)(C)C bis(3-tert-butoxyphenyl)iodonium